ClC1=C(C=CC=C1Cl)SC=1C=CC=2C(=NC(=C(N2)N2CCC(CC2)(N)C)C)N1 1-(6-((2,3-dichlorophenyl)thio)-3-methylpyrido[2,3-b]pyrazin-2-yl)-4-methylpiperidin-4-amine